Fmoc-N-propynyl-L-asparagine C(=O)(OCC1C2=CC=CC=C2C2=CC=CC=C12)N([C@@H](CC(N)=O)C(=O)O)C#CC